NC=1C(=NC(=C(N1)C1=CC=C(C=C1)F)Cl)C(=O)NCC1=C(C=CC=C1F)F 3-amino-6-chloro-N-[(2,6-difluorophenyl)methyl]-5-(4-fluorophenyl)pyrazine-2-carboxamide